C(C1=CC=CC=C1)OC(=O)NCCOC=1C=C(C=CC1)C([C@H](C(=O)OC(C)(C)C)[C@@H]1CN(CC1)C(=O)OC(C)(C)C)([2H])[2H] Tert-butyl (R)-3-((S)-3-(3-(2-(((benzyloxy)carbonyl)amino)ethoxy)phenyl)-1-(tert-butoxy)-1-oxopropan-2-yl-3,3-d2)pyrrolidine-1-carboxylate